2-Amino-3-(7-methylthieno[3,2-b]pyridine-2-carboxamido)propanoic acid NC(C(=O)O)CNC(=O)C1=CC2=NC=CC(=C2S1)C